S1C(=NC2=C1C=CC=C2)NC(=O)C2=CC=C(CN1CCN(CC1)C(=O)NC1=C(C=CC=C1)F)C=C2 4-(4-(benzo[d]thiazol-2-ylcarbamoyl)benzyl)-N-(2-fluorophenyl)piperazine-1-carboxamide